C[C@@H]1N(CC1)C=1N=C(C2=C(N1)CCC2)C2=CC=CC=C2 2-[(2S)-2-methylazetidin-1-yl]-4-phenyl-6,7-dihydro-5H-cyclopenta[d]pyrimidine